O=C1N(C=2C(=NC=CC2)N1)C1CCN(CC1)C(=O)O[C@@H]1CCC(C(C=2C1=NC=CC2)=O)C2=C(C(=CC=C2)F)F (9R)-6-(2,3-difluorophenyl)-5-oxo-6,7,8,9-tetrahydro-5H-cyclohepta[b]pyridin-9-yl 4-(2-oxo-2,3-dihydro-1H-imidazo[4,5-b]pyridin-1-yl)piperidine-1-carboxylate